CN(C(OC(C)(C)C)=O)CCOC1=CC(=C(C=C1)C)C(NC1(CC1)C1=CC=CC2=CC=CC=C12)=O tert-Butyl methyl(2-(4-methyl-3-((1-(naphthalen-1-yl)cyclopropyl)carbamoyl) phenoxy)ethyl)carbamate